ClCC=1C=NN(C1)C1=NC=CC(=C1)OC 2-(4-(chloromethyl)-1H-pyrazol-1-yl)-4-methoxypyridine